C(C)OC(=O)C=1NC(=C(C1C)S(=O)(=O)C1=CC=C(C)C=C1)C.BrCC(=O)C1=C(C=CC=C1)F 2-bromo-1-(2-fluorophenyl)ethanone ethyl-3,5-dimethyl-4-(p-toluenesulfonyl)-1H-pyrrole-2-carboxylate